4-(2-amino-7H-pyrrolo[2,3-d]pyrimidin-7-yl)-2-(3-hydroxy-3-(5-methylisoxazol-3-yl)but-1-yn-1-yl)benzonitrile NC=1N=CC2=C(N1)N(C=C2)C2=CC(=C(C#N)C=C2)C#CC(C)(C2=NOC(=C2)C)O